OC1=CC(=CC2=C1C1=C(C(O2)=O)C2=C(O1)C=C(C(=C2)O)O)OC 1,8,9-Trihydroxy-3-methoxy-6H-benzofuro[3,2-c][1]benzopyran-6-one